The molecule is conjugate base of (1S,4S)-4-hydroxy-3-oxocyclohexane-1-carboxylic acid. It is a hydroxy monocarboxylic acid anion and a 3-oxo monocarboxylic acid anion. It is a conjugate base of a (1S,4S)-4-hydroxy-3-oxocyclohexane-1-carboxylic acid. C1C[C@@H](C(=O)C[C@H]1C(=O)[O-])O